(2R,5S,12R)-12-cyclohexyl-2-[2-(3,4-dimethoxyphenyl)ethyl]-22-methoxy-15,15-dimethyl-3,19-dioxa-10,13,16-triazatricyclo[18.3.1.05,10]tetracosa-1(24),20,22-triene-4,11,14,17-tetrone C1(CCCCC1)[C@@H]1C(N2CCCC[C@H]2C(O[C@@H](C=2C=C(C=C(OCC(NC(C(N1)=O)(C)C)=O)C2)OC)CCC2=CC(=C(C=C2)OC)OC)=O)=O